3-[4-(4,4,5,5-tetramethyl-1,3,2-dioxaborolan-2-yl)phenyl]Pyridine CC1(OB(OC1(C)C)C1=CC=C(C=C1)C=1C=NC=CC1)C